(2R,5S)-4-(6-fluoroquinoxalin-2-yl)-2,5-dimethylpiperazine-1-carbonyl chloride FC=1C=C2N=CC(=NC2=CC1)N1C[C@H](N(C[C@@H]1C)C(=O)Cl)C